3-(1-Benzofuran-5-yl)-1-[2-hydroxy-4-methyl-6-[(2R,3R,4S,5S,6R)-3,4,5-trihydroxy-6-(hydroxymethyl)thian-2-yl]oxyphenyl]prop-2-en-1-one O1C=CC2=C1C=CC(=C2)C=CC(=O)C2=C(C=C(C=C2O[C@@H]2S[C@@H]([C@H]([C@@H]([C@H]2O)O)O)CO)C)O